N-(2-((6-(2-(tert-butylamino)-2-oxoethyl)-7-(2,6-dichloro-3,5-dimethoxyphenyl)-5-oxo-5,6-dihydro-2,6-naphthyridin-3-yl)amino)-3-methylphenyl)acrylamide C(C)(C)(C)NC(CN1C(C=2C=C(N=CC2C=C1C1=C(C(=CC(=C1Cl)OC)OC)Cl)NC1=C(C=CC=C1C)NC(C=C)=O)=O)=O